C1(=CC=CC=C1)[P] phenyl-Phosphorus